(2S)-2-{[(1S)-3-hydroxy-1-(3-methoxyphenyl)propyl]amino}-5,5-dimethylhexanoic acid OCC[C@@H](C1=CC(=CC=C1)OC)N[C@H](C(=O)O)CCC(C)(C)C